16-Methyl-6,9,12-heptadecatrienoic acid CC(CCC=CCC=CCC=CCCCCC(=O)O)C